FC(C1=CC=C(C#N)C=C1)(F)F 4-(Trifluoromethyl)benzonitrile